N-phenyl-N-(tetrahydrofuran-2-ylmethyl)prop-2-enamide 1-oxo-1-((1-trityl-1H-imidazol-4-yl)amino)propan-2-yl-4-methylbenzenesulfonate O=C(C(C)OS(=O)(=O)C1=CC=C(C=C1)C)NC=1N=CN(C1)C(C1=CC=CC=C1)(C1=CC=CC=C1)C1=CC=CC=C1.C1(=CC=CC=C1)N(C(C=C)=O)CC1OCCC1